bis(2,3-dimercaptopropylthio) disulfide SC(CSSSSCC(CS)S)CS